Hept-2-yl-urea CC(CCCCC)NC(=O)N